C[C@H](CCC(=C)C(C)C)[C@H]1C[C@@H]([C@@]2([C@@]1(CC=C3C2=CC[C@@H]4[C@@]3(CC[C@@H](C4(C)C)O)C)C)C)O The molecule is a tetracyclic triterpenoid that is 24-methylidenelanosta-7,9(11)-diene substituted by hydroxy groups at positions 3 and 15 (3beta,15alpha stereoisomer). Isolated from Polyalthia suberosa, it exhibits anti-HIV activity. It has a role as a metabolite and an anti-HIV agent. It is a diol and a tetracyclic triterpenoid. It derives from a hydride of a lanostane.